2-bromo-2-methyl-N-(2-carbonyl-1,2-dihydropyridin-3-yl)propionamide BrC(C(=O)NC=1C(NC=CC1)=C=O)(C)C